CS(=O)(=O)N1CCC2=CC=C(C=C12)N 1-(methyl-sulfonyl)indolin-6-amine